[C].[N].[Co].[Mn] manganese cobalt nitrogen carbon